N(C)CC(=O)OCCCCCCCC\C=C/CCCCCCCC.[Na] sodium oleyl sarcosinate